The molecule is a cadinane sesquiterpenoid that is 1,2,3,4,6,7,8,8a-octahydronaphthalen-2-ol substituted by hydroxymethyl group at position 5, isopropyl group at position 8 and a methyl group at position 2 (the 2S,8R,8aR stereoisomer). Isolated from the culture broth of Tyromyces chioneus, it exhibits anti-HIV-1 activity. It has a role as a metabolite and an anti-HIV-1 agent. It is a cadinane sesquiterpenoid, a tertiary alcohol, a secondary alcohol and a carbobicyclic compound. CC(C)[C@H]1CCC(=C2[C@@H]1C[C@@](CC2)(C)O)CO